CN1N=CC=2C=3N=C(C=C(C(/N=C/4\NC=5C=CC(=CC5N4CC(C4=CC=CC(C12)=C4)C)C=O)=O)C3)C (22E)-5,12,27-trimethyl-24-oxo-4,5,14,21,23,28-hexazahexacyclo[23.3.1.17,11.02,6.014,22.015,20]triaconta-1(29),2(6),3,7(30),8,10,15(20),16,18,22,25,27-dodecaene-17-carbaldehyde